CC(C#N)(C)C1=CC=C(C=C1)N1C(N(C=2C=NC=3C=CC(=CC3C21)C=2C=NC1=CC=CC=C1C2)C)=O 2-methyl-2-{4-[3-methyl-2-oxo-8-(quinolin-3-yl)-2,3-dihydroimidazo[4,5-c]quinolin-1-yl]phenyl}propionitrile